N[C@H]1C2N(CC1CC2)C(=O)C=2C=C(C=1N(C2)N=C(C1C)C1=CC=2C(=NC(=CC2)C2CC2)N1CC1CC1)OC ((7R)-7-amino-2-azabicyclo[2.2.1]hept-2-yl)(2-(6-cyclopropyl-1-(cyclopropylmethyl)-1H-pyrrolo[2,3-b]pyridin-2-yl)-4-methoxy-3-methylpyrazolo[1,5-a]pyridin-6-yl)methanone